n-Dodecyl-phosphocholine C(CCCCCCCCCCC)C(OP(=O)([O-])O)C[N+](C)(C)C